N,N-dimethyl-6-(5-((3-methylpyridin-2-yl)amino)-1,2,4-thiadiazol-3-yl)nicotinamide CN(C(C1=CN=C(C=C1)C1=NSC(=N1)NC1=NC=CC=C1C)=O)C